P(=O)(OC=1C=C2C(=NC=NC2=CC1OC)N1CCC(CC1)CCNS(N)(=O)=O)(O)O 7-methoxy-4-(4-(2-(sulfamoylamino)ethyl)piperidin-1-yl)quinazolin-6-yl dihydrogen phosphate